COC=1C=C(C=CC1C)NC(=O)C1CCC(CC1)N1C(NC2=CC=C(C(=C2C1)C)OCCN1CCOCC1)=O (1s,4s)-N-(3-Methoxy-4-methylphenyl)-4-(5-methyl-6-(2-morpholinoethoxy)-2-oxo-1,2-dihydroquinazolin-3(4H)-yl)cyclohexanecarboxamide